1-(4-(4-amino-1-cyclopropyl-1H-pyrazolo[3,4-d]pyrimidin-3-yl)-2-fluorophenyl)-3-(4-((4-ethylpiperazin-1-yl)methyl)-3-(trifluoromethyl)phenyl)urea NC1=C2C(=NC=N1)N(N=C2C2=CC(=C(C=C2)NC(=O)NC2=CC(=C(C=C2)CN2CCN(CC2)CC)C(F)(F)F)F)C2CC2